C(C(C)C)[Si](OCC)(OCC)OCC i-butyltriethoxysilane